2,2,4,6,7-pentamethyldihydrobenzofuran-5-sulfonyl-L-arginine CC1(OC=2C(C1)C(C(=C(C2C)C)S(=O)(=O)N[C@@H](CCCNC(N)=N)C(=O)O)C)C